N(=[N+]=[N-])C1=C(C=C(CO)C=C1)C(F)(F)F 4-azido-3-trifluoromethyl-benzyl alcohol